1-[4-(2-cyclopropylphenyl)piperazin-1-yl]-2-{3-[(2R,6S)-2,6-dimethylmorpholine-4-carbonyl]-5,6-dihydrocyclopenta[c]pyrazol-1(4H)-yl}ethan-1-one C1(CC1)C1=C(C=CC=C1)N1CCN(CC1)C(CN1N=C(C2=C1CCC2)C(=O)N2C[C@H](O[C@H](C2)C)C)=O